2-bromo-3-methoxy-6-methyl-benzoate BrC1=C(C(=O)[O-])C(=CC=C1OC)C